NC=1C=C(OC2=CC=C(C=C2)CCC2=CC=C(C=C2)OC2=CC(=CC=C2)N)C=CC1 1,2-bis[4-(3-aminophenoxy)phenyl]ethane